2-(3-amino-4-hydroxy-5-trifluoromethylphenyl)-2-(3-hydroxy-4-amino-2-trifluoromethylphenyl)hexafluoropropane NC=1C=C(C=C(C1O)C(F)(F)F)C(C(F)(F)F)(C(F)(F)F)C1=C(C(=C(C=C1)N)O)C(F)(F)F